[C@H]1(CCC2=CC=CC=C12)NC(\C=C\C1=CC=C2C(=NNC2=C1)C)=O (R,E)-N-(2,3-dihydro-1H-inden-1-yl)-3-(3-methyl-1H-indazol-6-yl)acrylamide